BrC1=CC=C(C=C1)[C@H]1[C@@H](CCC1)N1C(C2=CC=CC=C2C1=O)=O trans-2-[2-(4-bromo-phenyl)cyclopentyl]Isoindole-1,3-dione